dieicosyl suberate C(CCCCCCC(=O)OCCCCCCCCCCCCCCCCCCCC)(=O)OCCCCCCCCCCCCCCCCCCCC